(S)-(5-((4-(difluoromethoxy)phenyl)sulfonyl)-3,4,5,6-tetrahydropyrrolo[3,4-c]pyrrol-2(1H)-yl)(tetrahydrofuran-3-yl)methanone FC(OC1=CC=C(C=C1)S(=O)(=O)N1CC2=C(C1)CN(C2)C(=O)[C@@H]2COCC2)F